O[C@H](COC=1C=C(C=CC1)S(=O)(=O)NCCO)CNC1COC2(C1)CCN(CC2)S(=O)(=O)C2=CC1=CC=CC=C1C=C2 3-((2S)-2-hydroxy-3-(8-(naphthalen-2-ylsulfonyl)-1-oxa-8-azaspiro[4.5]decan-3-ylamino)propoxy)-N-(2-hydroxyethyl)benzenesulfonamide